O1CCNC(C12CCNCC2)=O 1-oxa-4,9-diazaspiro[5.5]undecan-5-one